NC([C@H](CCC(=O)OC)N1C(C2=CC=CC(=C2C1)O[Si](C)(C)C(C)(C)C)=O)=O (S)-Methyl 5-amino-4-(4-(tert-butyldimethylsilyloxy)-1-oxoisoindolin-2-yl)-5-oxopentanoate